Ethyl 1-benzyl-5-isopropyl-1H-pyrazole-4-carboxylate C(C1=CC=CC=C1)N1N=CC(=C1C(C)C)C(=O)OCC